4'-(pyridin-2-yl)tetrahydrooxaspiro[bicyclo[3.1.0]hexane-3,2'-pyran]-4'-ylacetaldehyde N1=C(C=CC=C1)C1(OC2(OCC1)CC1CC1C2)CC=O